C(C)OC(=O)N1CC2(CC(C2)N2C[C@H]3C([C@H]3C2)C(=O)N2CCC23COC3)CC1 2-[(1r,5s,6r)-6-(6-oxa-1-azaspiro[3.3]hept-1-ylcarbonyl)-3-azabicyclo[3.1.0]hex-3-yl]-6-azaspiro[3.4]octane-6-carboxylic acid ethyl ester